methyl 3-(4-amino-2-((2-((2-(tert-butoxy)-2-oxoethyl)amino)-2-oxoethyl)carbamoyl)phenyl)propanoate NC1=CC(=C(C=C1)CCC(=O)OC)C(NCC(=O)NCC(=O)OC(C)(C)C)=O